ClC1=C(C(=C(C=C1OC)OC)Cl)C1=NC(=C2C=C(N=CC2=C1)NC1=C(C=CC=C1C)NC(C=C)=O)N(C)C N-(2-((7-(2,6-dichloro-3,5-dimethoxyphenyl)-5-(dimeth-ylamino)-2,6-naphthyridin-3-yl)amino)-3-methylphenyl)acrylamide